CC1=C(C=CC(=C1C)C1=C2C(=CS1)OCCO2)C2=C1C(=CS2)OCCO1 5,5'-(2,3-dimethyl-1,4-phenylene)bis(3,4-ethylenedioxythiophene)